FC=1N=CC(=NC1)C#CC1=CC=C(OC2=C(N=NN2)C(=O)O)C=C1 5-(4-((5-fluoropyrazin-2-yl)ethynyl)phenoxy)-1H-1,2,3-triazole-4-carboxylic acid